CC1CN(CC1C)C1=C(C=CC=C1C)NS(=O)(=O)C1=CC=C(S1)S(=O)(=O)N(C)C N5-[2-(3,4-dimethylpyrrolidin-1-yl)-3-methyl-phenyl]-N2,N2-dimethyl-thiophene-2,5-disulfonamide